C(=O)(O)CC[N+](CCCNC(C=C)=O)(C)C N-(2-carboxyethyl)-N,N-dimethyl-3-[(1-oxo-2-propenyl)amino]-1-propanaminium